4-(9-(azetidin-3-yl)-6-(benzyloxy)-9H-purin-2-yl)morpholine methyl-(7-(butylamino)-1-((3-methoxy-5-(piperidin-4-yl)pyridin-2-yl)methyl)-1H-pyrazolo[4,3-d]pyrimidin-5-yl)carbamate CN(C(O)=O)C=1N=C(C2=C(N1)C=NN2CC2=NC=C(C=C2OC)C2CCNCC2)NCCCC.N2CC(C2)N2C1=NC(=NC(=C1N=C2)OCC2=CC=CC=C2)N2CCOCC2